C(C)NC1=NC=NC=C1C(F)(F)F N-ethyl-5-(trifluoromethyl)pyrimidin-4-amine